S(=O)(=O)([O-])[O-].[Fe+2].C(C1=CC=CC=C1)OC1(CC1)C(=O)NC=1N=CC2=C(N=CC(=C2C1)C=1OC2=C(N1)C=C(C=C2)OC)NC (benzyloxy)-N-(5-(5-methoxybenzo[d]oxazol-2-yl)-8-(methylamino)-2,7-naphthyridin-3-yl)cyclopropane-1-carboxamide iron(II) sulfate